ClC1=C(C=CC=C1)N1N=CC(=C1)C=1C(=CC(N(C1)C)=O)OCC=1C=NN(C1)C 5-(1-(2-chlorophenyl)-1H-pyrazol-4-yl)-1-methyl-4-((1-methyl-1H-pyrazol-4-yl)methoxy)pyridin-2(1H)-one